BrC1=CC=2N(C(=C1)C#N)C=CN2 7-bromoimidazo[1,2-a]pyridine-5-carbonitrile